2-[[9-bromo-5-(2,6-difluorophenyl)-3-methyl-6H-pyrazolo[4,3-d][1,3]benzodiazepin-1-yl]methoxy]ethyl-trimethyl-silane BrC=1C=CC2=C(C3=C(N=C(N2)C2=C(C=CC=C2F)F)C(=NN3COCC[Si](C)(C)C)C)C1